(2-((2,6-dioxopiperidin-3-yl)amino)-5-fluoropyridin-4-yl)methyl methanesulfonate CS(=O)(=O)OCC1=CC(=NC=C1F)NC1C(NC(CC1)=O)=O